COC(=O)C1=C(C(=NN1C=1SC(=C(N1)N1CCC(CC1)C#N)SC(C)C)C)Br 4-bromo-1-(4-(4-cyanopiperidin-1-yl)-5-(isopropylsulfanyl)thiazol-2-yl)-3-methyl-1H-pyrazole-5-Carboxylic acid methyl ester